The molecule is a carbohydrazide that is hydrazine in which the amino hydrogens have been replaced by 3-methoxy-2-methylbenzoyl, 3,5-dimethylbenzoyl, and tert-butyl groups respectively. It has a role as an environmental contaminant, a xenobiotic and an insecticide. It is a carbohydrazide and a monomethoxybenzene. It derives from a N'-benzoyl-N-(tert-butyl)benzohydrazide. CC1=CC(=CC(=C1)C(=O)N(C(C)(C)C)NC(=O)C2=C(C(=CC=C2)OC)C)C